C(C)(C)OC([C@@H](NS(=O)(=O)OC1=C(C=CC=C1)OC1=C(C(=C(C(=C1F)F)F)F)F)C)=O ((S)-(perfluorophenoxy)-(phenoxy)sulfonyl)-L-alanine isopropyl ester